ClC=1C(=C(C=CC1)NC=1C(=NN2C1C(NC[C@@H]2C)=O)C2=C1C(=NC=C2)C=NN1)OC (7S)-3-[(3-chloro-2-methoxyphenyl)amino]-7-methyl-2-{1H-pyrazolo[4,3-b]pyridin-7-yl}-5H,6H,7H-pyrazolo[1,5-a]pyrazin-4-one